5-morpholinothiophene-2-carbaldehyde O1CCN(CC1)C1=CC=C(S1)C=O